pyrrolidine-1,2-dicarboxylate N1(C(CCC1)C(=O)[O-])C(=O)[O-]